2-(4-chloro-1H-pyrrolo[2,3-b]pyridin-1-yl)-2-methylpropanoic acid ClC1=C2C(=NC=C1)N(C=C2)C(C(=O)O)(C)C